CN(C(=O)C=1C=C(C=CC1)NC=1C=2N(C3=C(N1)C=CN=C3)C=CC2C(=O)O)C 6-((3-(dimethylcarbamoyl)phenyl)amino)pyrido[4,3-e]pyrrolo[1,2-a]pyrazine-7-carboxylic acid